(R)-N-(3-(1-((2-Amino-5-chloropyridin-3-yl)oxy)ethyl)phenyl)-1,5-dimethyl-1H-pyrazol-3-carboxamid NC1=NC=C(C=C1O[C@H](C)C=1C=C(C=CC1)NC(=O)C1=NN(C(=C1)C)C)Cl